The molecule is a monohydroxybenzoic acid that is 4-hydroxybenzoic acid in which the hydrogen at position 3 has been replaced by an acetamido group. It is a monohydroxybenzoic acid and a N-acetylarylamine. It derives from a 3-amino-4-hydroxybenzoic acid. It is a conjugate acid of a 3-acetamido-4-hydroxybenzoate. CC(=O)NC1=C(C=CC(=C1)C(=O)O)O